N-Propylpyridiniumsulfonate C(CC)[N+]1(CC=CC=C1)S(=O)(=O)[O-]